(R)-tert-butyl 4-(1-chloro-3-(5-(difluoromethyl)-1,3,4-thiadiazol-2-yl)-6-(N-(1-methylcyclopropyl)sulfamoyl)imidazo[1,5-a]pyridin-8-yl)-2-methylpiperazine-1-carboxylate ClC=1N=C(N2C1C(=CC(=C2)S(NC2(CC2)C)(=O)=O)N2C[C@H](N(CC2)C(=O)OC(C)(C)C)C)C=2SC(=NN2)C(F)F